C[Si](N[Si](C)(C)C)(C)C 1,1,1-trimethyl-N-trimethylsilyl-silaneamine